1,2-dimethyl-2-imidazolidone CN1[C-](NC(C1)=O)C